C(C)(C)C1=CC=C(C=C1)C=1N=C2N(C=CC=N2)C1 2-(4-isopropylphenyl)imidazo[1,2-a]pyrimidin